tert-butyl (S)-(1-(2-chloro-5-iodopyridin-4-yl)pyrrolidin-3-yl)carbamate ClC1=NC=C(C(=C1)N1C[C@H](CC1)NC(OC(C)(C)C)=O)I